[Br-].C(CCCCCCCCCCC)C=1N=C(NC1)C=C dodecyl-vinyl-imidazole bromide